C(C)(C)NC(CN1N=C(C=CC1=O)C=1SC=CC1)=O N-isopropyl-2-(6-oxo-3-(thiophen-2-yl)pyridazin-1(6H)-yl)acetamide